[1,1':4',1''-terphenyl]-2'-ylboronic acid C1(=CC=CC=C1)C1=C(C=C(C=C1)C1=CC=CC=C1)B(O)O